(4-(azetidin-3-yl)-3-methyl-2-oxo-2,3-dihydro-1H-benzo[d]imidazol-1-yl)piperidine-2,6-dione N1CC(C1)C1=CC=CC=2N(C(N(C21)C)=O)N2C(CCCC2=O)=O